BrC=1C=CC(=C(O[C@H](C(=O)OC)C)C1)Cl methyl (2S)-2-(5-bromo-2-chlorophenoxy)propanoate